C(C=C)(=O)N1C[C@@H]2N(C3=C(CN(C=4N=C(C(=CC34)F)C3=C(C=CC=C3O)F)C=3C(=NC=NC3C)C(C)C)N(C2)C)CC1 (4aR)-3-acryloyl-11-fluoro-10-(2-fluoro-6-hydroxyphenyl)-8-(4-isopropyl-6-methylpyrimidin-5-yl)-6-methyl-2,3,4,4a,6,8-hexahydro-1H-pyrazino[1',2':4,5]pyrazino[2,3-c][1,8]naphthyridin